2-(2-((5-(3-(aminomethyl)phenyl)benzofuran-3-yl)methoxy)-3-methylphenyl)acetic acid NCC=1C=C(C=CC1)C=1C=CC2=C(C(=CO2)COC2=C(C=CC=C2C)CC(=O)O)C1